C(C)(=O)OC1CCCC1 cyclopentyl acetate